1,3-OXATHIOLANE-2-CARBOXYLIC ACID O1C(SCC1)C(=O)O